(4-(5-(trifluoromethyl)-1,2,4-oxadiazol-3-yl)phenyl)acetic acid FC(C1=NC(=NO1)C1=CC=C(C=C1)CC(=O)O)(F)F